N1C=C(C2=CC=CC=C12)CCN(C(CCCCCCC\C=C/C\C=C/CCCCC)=O)C (9Z,12Z)-N-(2-(1H-indol-3-yl)ethyl)-N-methyloctadeca-9,12-dienamide